C1(CC1)NC(=O)NC1=CC(=CC=C1)OC1=NC=NC2=CC(=C(C=C12)OC)OC 1-cyclopropyl-3-(3-((6,7-dimethoxyquinazolin-4-yl)oxy)phenyl)urea